tetra(tridecyl)-1,1,3-tris(2-methyl-5-tertbutyl-4-hydroxyphenyl)butane diphosphite OP(O)OP(O)O.C(CCCCCCCCCCCC)C(C(C(C1=C(C=C(C(=C1)C(C)(C)C)O)C)(C1=C(C=C(C(=C1)C(C)(C)C)O)C)CCCCCCCCCCCCC)(CCCCCCCCCCCCC)CCCCCCCCCCCCC)(C)C1=C(C=C(C(=C1)C(C)(C)C)O)C